4-(4,4,5,5-tetramethyl-1,3,2-dioxaborolan-2-yl)-1,3-benzothiazole CC1(OB(OC1(C)C)C1=CC=CC2=C1N=CS2)C